FC1=C(CN(C(CCC)=O)C2CCN(CC2)CCC2=CC=CC=C2)C=CC(=C1)F N-(2,4-difluorobenzyl)-N-(1-phenethylpiperidin-4-yl)butanamide